N1(N=CN=C1)C(C1=CC=C(C#N)C=C1)C1=CC=C(C#N)C=C1 4,4'-((1H-1,2,4-triazol-1-yl)methylene)dibenzonitrile